ClC1=CC=C(C=C1)[C@@]1(N(C(C2=CC(=CC(=C12)F)C(CN1C[C@@H](CC1)O)(CC)O)=O)CC1=NC=C(C=N1)Cl)O[C@@H]1COCC1 (3R)-3-(4-chlorophenyl)-2-[(5-chloropyrimidin-2-yl)methyl]-4-fluoro-6-{2-hydroxy-1-[(3R)-3-hydroxypyrrolidin-1-yl]butan-2-yl}-3-[(3S)-oxolan-3-yloxy]-2,3-dihydro-1H-isoindol-1-one